(S)-2,3-dihydro-1H-indene C1CCC2=CC=CC=C12